O[C@@H]1C[C@H](N(C1)C([C@H](C(C)(C)C)N1N=NC(=C1)CC1(CCC1)CO)=O)C(=O)NC (2S,4r)-4-hydroxy-1-[(2S)-2-[4-[[1-(hydroxymethyl)cyclobutyl]methyl]triazol-1-yl]-3,3-dimethyl-butyryl]-N-methyl-pyrrolidine-2-carboxamide